COC1=CC(=C(C(=O)NC2CCC(CC2)NC2=CC=CC=3N2C=C(N3)C(F)F)C=C1)NCC(F)(F)F 4-methoxy-N-[(1s,4s)-4-{[2-(difluoromethyl)imidazo[1,2-a]pyridin-5-yl]amino}cyclohexyl]-2-[(2,2,2-trifluoroethyl)amino]benzamide